4-(piperidin-1-yl)butyric acid hydrochloride Cl.N1(CCCCC1)CCCC(=O)O